[Be+2].OC1=CC=CC2=CC=C3C=CC=NC3=C21.OC2=CC=CC1=CC=C3C=CC=NC3=C12 bis(10-hydroxybenzo[h]quinoline) beryllium (II)